[Si](C1=CC=CC=C1)(C1=CC=CC=C1)(C(C)(C)C)OCC1=NN(C(=C1)CSC1=CC2=CC=CC=C2C(=C1)OCC1=CC=C(C=C1)OC)C 3-(((tert-butyldiphenylsilyl)oxy)methyl)-5-(((4-((4-methoxybenzyl)oxy)naphthalen-2-yl)thio)methyl)-1-methyl-1H-pyrazole